(Z)-2-(4-(pyridin-3-yl)butyl)thiazole-5-carbaldehyde oxime hydrochloride Cl.N1=CC(=CC=C1)CCCCC=1SC(=CN1)\C=N/O